NC=1C=C(C(=NC1)C)C=1N2C(SC1C=1C(=NN(C1C)CCOC)C)=C(C=N2)C(=O)N (5-amino-2-methylpyridin-3-yl)-2-(1-(2-methoxyethyl)-3,5-dimethyl-1H-pyrazol-4-yl)pyrazolo[5,1-b]thiazole-7-carboxamide